N[C@H](C(=O)NC1(CC1)C#N)CC1=NC2=C(N1C)C=CC=C2 (S)-2-amino-N-(1-cyanocyclopropyl)-3-(1-methyl-1H-benzo[d]imidazol-2-yl)propanamide